(S)-5,6-dichloro-1'-(3-hydroxypropan-oyl)spiro[indoline-3,3'-pyrrolidin]-2-one ClC=1C=C2C(=CC1Cl)NC([C@]21CN(CC1)C(CCO)=O)=O